C(C(C)C)OC(OCN1C(CCC2=CC=C(C=C12)OCCCCN1CCN(CC1)C1=CC=CC=2SC=CC21)=O)=O Carbonic acid 7-[4-(4-benzo[b]thiophen-4-ylpiperazin-1-yl)butoxy]-2-oxo-3,4-dihydro-2H-quinolin-1-ylmethyl ester isobutyl ester